BrC1=CC(=C(\C=C/2\C(N(C(C2)=O)C(CCCCCC[NH-])O)=O)C=C1)OC (E)-7-(3-(4-bromo-2-methoxybenzylidene)-2,5-diketopyrrolidinyl)-N-hydroxyheptylamide